tert-butyl 4-[2-fluoro-4-methylsulfonyloxycyclohexyl]piperazine-1-carboxylate FC1C(CCC(C1)OS(=O)(=O)C)N1CCN(CC1)C(=O)OC(C)(C)C